N-methyl-6-(3-(4-(3-(pyridin-3-yl)ureido)phenoxy)azetidin-1-yl)-[1,1'-biphenyl]-2-carboxamide CNC(=O)C=1C(=C(C=CC1)N1CC(C1)OC1=CC=C(C=C1)NC(=O)NC=1C=NC=CC1)C1=CC=CC=C1